COC=1C=C(C=C(C1)OC)C#CC=1N=C(N2C1C(=NC=C2)N)C2CN(CC2)C#CC 1-((3,5-dimethoxyphenyl)ethynyl)-3-(1-propynylpyrrolidin-3-yl)imidazo[1,5-a]pyrazin-8-amine